C(CCC)(=O)NC(C(=O)OC)CC(=O)C1=C(C=CC=C1)NC(CCCCCN1C(C=CC1=O)=O)=O methyl 2-butyrylamino-4-(2-(6-(2,5-dioxo-2,5-dihydro-1H-pyrrol-1-yl) hexanamido) phenyl)-4-oxobutanoate